tert-butyl 3-[4-[3-chloro-4-(1-methylpyrazol-3-yl)oxy-anilino]pyrido[3,4-d]pyrimidin-6-yl]piperidine-1-carboxylate ClC=1C=C(NC=2C3=C(N=CN2)C=NC(=C3)C3CN(CCC3)C(=O)OC(C)(C)C)C=CC1OC1=NN(C=C1)C